2-[3,5-bis(difluoromethyl)-1H-pyrazol-1-yl]-1-[4-(4-(5-[2-chloro-6-(prop-2-yn-1-yloxy)phenyl]-4,5-dihydro-1,2-oxazol-3-yl)-1,3-thiazol-2-yl)piperidin-1-yl]ethanone FC(C1=NN(C(=C1)C(F)F)CC(=O)N1CCC(CC1)C=1SC=C(N1)C1=NOC(C1)C1=C(C=CC=C1OCC#C)Cl)F